5-(4,4,5,5-tetramethyl-1,3,2-dioxaborolan-2-yl)-1,3-bis((2-(trimethylsilyl)ethoxy)methyl)-1H-benzo[d]imidazol-2(3H)-one CC1(OB(OC1(C)C)C1=CC2=C(N(C(N2COCC[Si](C)(C)C)=O)COCC[Si](C)(C)C)C=C1)C